C(CCCCCCCCCC)=O hendecanal